tert-butyl 7'-(trifluoromethyl)-3',4'-dihydro-1'H-spiro[pyrrolidine-3,2'-[1,8]naphthyridine]-1-carboxylate FC(C1=CC=C2CCC3(NC2=N1)CN(CC3)C(=O)OC(C)(C)C)(F)F